COC1=CC(=NC=C1)NC([O-])=O (4-methoxy-2-pyridyl)carbamate